N=1NN=C2C1C=CC=C2 2H-benzoTriazole